(6-((4-Hydroxy-2-(((6-methyl-1,2,4-triazin-3-yl)amino)methyl)butyl)amino)pyridin-3-yl)-1-methyl-1,3-dihydro-2H-imidazo[4,5-b]pyridin-2-one OCCC(CNC1=CC=C(C=N1)N1C(N(C=2C1=NC=CC2)C)=O)CNC=2N=NC(=CN2)C